5-(((2S)-1-(3-(3-(5-cyclopropylpyrimidin-2-yl)-3,6-diazabicyclo[3.1.1]heptan-6-yl)-3-oxopropoxy)propan-2-yl)amino)-4-(trifluoromethyl)pyridazin-3(2H)-one C1(CC1)C=1C=NC(=NC1)N1CC2N(C(C1)C2)C(CCOC[C@H](C)NC2=C(C(NN=C2)=O)C(F)(F)F)=O